2',3-dichloro-5',6-dimethyl-2-carbonyl-2H-[1,4'-bipyridyl]-4-yltrifluoromethanesulfonic acid ClC1=NC=C(C(=C1)N1C(C(=C(C=C1C)OS(=O)(=O)C(F)(F)F)Cl)=C=O)C